(R)-4-(2-chloro-6-(1-methyl-1H-pyrazol-5-yl)pyrido[3,2-d]pyrimidin-4-yl)-3-methylmorpholine ClC=1N=C(C2=C(N1)C=CC(=N2)C2=CC=NN2C)N2[C@@H](COCC2)C